CS(=O)(=O)C=1N=CC2=C(N1)N(C(=C2)C#N)C2COCC2 2-(methylsulfonyl)-7-(tetrahydrofuran-3-yl)-7H-pyrrolo[2,3-d]pyrimidine-6-carbonitrile